COC(CCC(C(=O)N)N)=O 4,5-diamino-5-oxo-pentanoic acid methyl ester